8-([1,2,4]Triazolo[1,5-a]pyridin-8-yl)-N-((5-fluoro-2,3-dihydrobenzofuran-4-yl)methanyl)-[1,2,4]triazolo[4,3-c]pyrimidin-5-amine N=1C=NN2C1C(=CC=C2)C=2C=1N(C(=NC2)NCC2=C(C=CC3=C2CCO3)F)C=NN1